FC=1C(=CC(=NC1)OC)C1=CC(=NN1)C(=O)N1C2(CC2)C[C@H](CC1)C(=O)N[C@@H]1CCC2CCNC2C1 (S)-4-(5-(5-fluoro-2-methoxypyridin-4-yl)-1H-pyrazole-3-carbonyl)-N-((6R,8aR)-octahydroindol-6-yl)-4-azaspiro[2.5]octane-7-carboxamide